CC1=NOC(=C1C1=CC(=C(C=C1)NC1CCN(CC1)S(=O)(=O)C)[N+](=O)[O-])C N-(4-(3,5-dimethylisoxazol-4-yl)-2-nitrophenyl)-1-(methylsulfonyl)piperidin-4-amine